N-ethyl-5-fluoro-2-(3-iodo-1-tetrahydropyran-2-yl-indazol-6-yl)sulfanylbenzamide C(C)NC(C1=C(C=CC(=C1)F)SC1=CC=C2C(=NN(C2=C1)C1OCCCC1)I)=O